(S)-(2-chloro-5-(3,5-dimethyl-2,6-dioxo-4-thioxo-1,3,5-triazin-1-yl)-4-fluorobenzoyl)valine ethyl ester C(C)OC([C@@H](NC(C1=C(C=C(C(=C1)N1C(N(C(N(C1=O)C)=S)C)=O)F)Cl)=O)C(C)C)=O